phosphorothioyltris(oxybenzene-4,1-diylcarbamoyloxyethane-2,1-diyl) trisacrylate C(C=C)(=O)OCC(OC(N)=O)C1=CC=C(C=C1)OP(=S)(OC1=CC=C(C=C1)C(COC(C=C)=O)OC(N)=O)OC1=CC=C(C=C1)C(COC(C=C)=O)OC(N)=O